1-(3-Chloro-1-methyl-1H-pyrazol-4-yl)-N-[4-(chlorodifluoro-methoxy)phenyl]-6-oxo-1,6-dihydropyridine-3-carboxamide ClC1=NN(C=C1N1C=C(C=CC1=O)C(=O)NC1=CC=C(C=C1)OC(F)(F)Cl)C